propyl-(benzyl)silane C(CC)[SiH2]CC1=CC=CC=C1